ClC=1C(=C(C(=CC1)C(F)F)C1=CN=C(C(=N1)C(=O)NC=1C=NN(C1)CC=1N=NC(=CC1)N1C([C@@H]2C[C@@H]2C1)=O)C)F 6-(3-Chloro-6-(difluoromethyl)-2-fluorophenyl)-3-methyl-N-(1-((6-((1R,5S)-2-oxo-3-azabicyclo[3.1.0]hexan-3-yl)pyridazin-3-yl)methyl)-pyrazol-4-yl)pyrazine-2-carboxamide